C1(CCCCC1)N1C(N(CC1)C1=CC=C2C(NS(C3=CC=CC(NCCC[C@H]4CC(N(C2=N1)C4)(C)C)=N3)(=O)=O)=O)=O (14S)-8-(3-cyclohexyl-2-oxoimidazolidin-1-yl)-12,12-dimethyl-2λ6-thia-3,9,11,18,23-pentaazatetracyclo[17.3.1.111,14.05,10]tetracosa-1(22),5,7,9,19(23),20-hexaene-2,2,4-trione